6-chloro-N-{2-fluoro-4-[(1E)-3-methoxyprop-1-en-1-yl]phenyl}-1H-indole-3-sulfonamide ClC1=CC=C2C(=CNC2=C1)S(=O)(=O)NC1=C(C=C(C=C1)\C=C\COC)F